(R)-2-(((benzyloxy)carbonyl)amino)-3-(7-methylthio-thieno[3,2-b]pyridine-2-carboxamido)propionic acid isobutyl ester C(C(C)C)OC([C@@H](CNC(=O)C1=CC2=NC=CC(=C2S1)SC)NC(=O)OCC1=CC=CC=C1)=O